C(N)(O)=O.C(C1=CC=CC=C1)(=O)O benzoic acid carbamate